2-(2-fluoro-4-pyridinyl)[1,2]benzisoselenazol-3(2H)-one FC1=NC=CC(=C1)N1[Se]C2=C(C1=O)C=CC=C2